BrC=1C(=CC2=C(OCCN2C)C1)OC 7-Bromo-6-methoxy-4-methyl-2H-benzo[b][1,4]Oxazine